CO[C@H]1CN(CC1)C1=CC2=C(N(C(C=N2)=O)C2CCN(CC2)C(=O)C2=C(C=C(C=C2)OC(F)(F)F)NC(OC(C)(C)C)=O)N=C1 tert-butyl N-[2-(4-{7-[(3R)-3-methoxypyrrolidin-1-yl]-3-oxopyrido[2,3-b]pyrazin-4-yl}piperidine-1-carbonyl)-5-(trifluoromethoxy)phenyl]carbamate